(S)-N-(6-cyano-2,3-dihydro-1H-inden-1-ylidene)-2-methylpropane-2-sulfinamide C(#N)C1=CC=C2CCC(C2=C1)=N[S@@](=O)C(C)(C)C